titanium di-tert-butoxide bis(ethylacetoacetate) C(C)CC(CC(=O)[O-])=O.C(C)CC(CC(=O)[O-])=O.CC(C)(C)[O-].CC(C)(C)[O-].[Ti+4]